OC1NC(C=2C3=C(C=CC12)C=CC=C3)=O 3-hydroxy-2,3-dihydro-1H-benzo[e]isoindol-1-one